4-((N-benzyl-8-chloro-1-methyl-1,4-dihydrobenzopyrano[4,3-c]pyrazole-3-carboxamido)methyl)benzoic acid C(C1=CC=CC=C1)N(C(=O)C=1C2=C(N(N1)C)C1=C(OC2)C=CC(=C1)Cl)CC1=CC=C(C(=O)O)C=C1